C1(CC1)C1=CN2[C@H]([C@@H](CC3=CC=CC1=C23)N(C)C)C (4S,5R)-1-cyclopropyl-N,N,4-trimethyl-5,6-dihydro-4H-pyrrolo[3,2,1-ij]quinolin-5-amine